NC1=NC=2C=CC(=CC2C2=C1C(=NN2)C)C(=O)O 4-amino-3-methyl-1H-pyrazolo[4,3-c]quinoline-8-carboxylic acid